C(C)(C)(C)OC(=O)N1C2(CC2)CN(CC1)C1=NC=2N(C=C1)N=CC2C=2C(=NC=CC2)OC 7-(3-(2-methoxypyridin-3-yl)pyrazolo[1,5-a]pyrimidin-5-yl)-4,7-diazaspiro[2.5]octane-4-carboxylic acid tert-butyl ester